C(C)(=O)C1=C(C2=C(N=C(N=C2)NC2=NC=C(C=C2)N2CCNCC2)N(C1=O)C1CCCC1)C 6-Acetyl-8-cyclopentyl-5-methyl-2-{[5-(piperazin-1-yl)-pyridin-2-yl]amino}pyrido[2,3-d]pyrimidin-7(8H)-on